FC(OC1=C(C(=CC(=C1)C=1N(N=C2C=C(C=C(C12)OC(F)F)C=1C=NN(C1)C)C)OC)C(=O)N1CC(C1)(C(F)(F)F)O)F [2-(difluoromethoxy)-4-[4-(difluoromethoxy)-2-methyl-6-(1-methylpyrazol-4-yl)indazol-3-yl]-6-methoxyphenyl]-[3-hydroxy-3-(trifluoromethyl)azetidin-1-yl]methanone